(dodecylmercaptothiocarbonylthio)acetic acid C(CCCCCCCCCCC)SC(=S)SCC(=O)O